5-[[2-[6-[3-(1-fluorocyclopropyl)-1H-1,2,4-triazol-5-yl]-2-azaspiro[3.3]heptane-2-carbonyl]-2-azaspiro[3.3]heptan-6-yl]methyl]-3-(trifluoromethyl)picolinonitrile FC1(CC1)C1=NNC(=N1)C1CC2(CN(C2)C(=O)N2CC3(C2)CC(C3)CC=3C=C(C(=NC3)C#N)C(F)(F)F)C1